((4-(2-chloro-5-methylpyrimidin-4-yl)-2,6-difluorophenoxy)methyl)cyclopropanecarbonitrile ClC1=NC=C(C(=N1)C1=CC(=C(OCC2(CC2)C#N)C(=C1)F)F)C